CC(CCCCOC(C)=O)CC 5-Methylheptylacetat